[O-2].[Zn+2].[Sn+4].[O-2].[O-2] Tin-Zinc Oxide